OC1(CCC(CC1)COC1=C(C=C(C=C1)S(=O)(=O)NC(C1=CC=CC=C1)=O)[N+](=O)[O-])C N-((4-(((1r,4r)-4-hydroxy-4-methylcyclohexyl)methoxy)-3-nitrophenyl)sulfonyl)benzamide